N1=CC(=CC(=C1)B(O)O)B(O)O pyridine-3,5-diyldiboronic acid